[2H]CC(=O)C1([C@@H]([C@H]([C@H]([C@H](O1)CO)O)O)N)O acetyl-d-galactosamine